OC=1C(=NC=C(C(=O)OC)C1)C(F)(F)F methyl 5-hydroxy-6-(trifluoromethyl)nicotinate